4-((2-(((6-fluoro-3-methylpyridin-2-yl)(3-methylbicyclo[3.1.0]hexan-3-yl)methyl)amino)-3,4-dioxocyclobut-1-en-1-yl)amino)-3-hydroxy-N,N-dimethylpicolinamide FC1=CC=C(C(=N1)C(C1(CC2CC2C1)C)NC1=C(C(C1=O)=O)NC1=C(C(=NC=C1)C(=O)N(C)C)O)C